5-bromo-N-(3-chloro-5-methylsulfonylphenyl)-4-phenylthiophene-2-carboxamide BrC1=C(C=C(S1)C(=O)NC1=CC(=CC(=C1)S(=O)(=O)C)Cl)C1=CC=CC=C1